ClC1=C2CCC(CC2=CC=C1)N1[C@@H](C[C@@H](C1)COC1=CC=C(C=C1)S(=O)(=O)C)C (2R,4S)-1-(5-chloro-1,2,3,4-tetrahydronaphthalen-2-yl)-4-[(4-methanesulfonylphenoxy)methyl]-2-methylpyrrolidine